2-(N-(3-(4-amino-7-(cis-3-(azetidin-1-ylmethyl)cyclobutyl)-7H-pyrrolo[2,3-d]pyrimidin-5-yl)benzyl)sulfamoyl)acetamide NC=1C2=C(N=CN1)N(C=C2C=2C=C(CNS(=O)(=O)CC(=O)N)C=CC2)[C@@H]2C[C@@H](C2)CN2CCC2